N-acetyl-S-((6-oxooctahydro-3,7-methanoindolizin-5-yl)methyl)-L-cysteine C(C)(=O)N[C@@H](CSCC1N2C3CCC2CC(C1=O)C3)C(=O)O